ClC1=C(C=C(C=C1)C(F)(F)F)CC(=O)NS(=O)(=O)C=1SC(=CN1)C(C)(C)O 2-(2-chloro-5-(trifluoromethyl)phenyl)-N-(5-(2-hydroxypropan-2-yl)thiazol-2-ylsulfonyl)acetamide